5-(bis(4-methoxybenzyl)amino)-3-chloro-2-(trifluoromethyl)benzaldehyde COC1=CC=C(CN(C=2C=C(C(=C(C=O)C2)C(F)(F)F)Cl)CC2=CC=C(C=C2)OC)C=C1